m-tolyl (triethylsilyl) ketone C(C)[Si](CC)(CC)C(=O)C=1C=C(C=CC1)C